NC1=CC(=C(C=C1OC)[N+]#N)OC 4-amino-2,5-dimethoxyphenyl-diazonium